C(CCCCC)C1=CSC=C1 3-hexylthiophene